8-chloro-2-(3,3-difluorocyclopentyl)-1-[(2R,4R)-2-methyltetrahydro-2H-pyran-4-yl]-1H-imidazo[4,5-c]quinoline ClC1=CC=2C3=C(C=NC2C=C1)N=C(N3[C@H]3C[C@H](OCC3)C)C3CC(CC3)(F)F